aminopentyl-ribose NCCCCCC(=O)[C@H](O)[C@H](O)[C@H](O)CO